N1=CN=CC(=C1)C#CC1=CN=CC=2[C@H]3N(C[C@@H](OC21)C3)C(=O)C32CCC(CC3)(C2)C(F)(F)F ((2S,5S)-9-(Pyrimidin-5-ylethynyl)-2,3-dihydro-2,5-methanopyrido[3,4-f][1,4]oxazepin-4(5H)-yl)(4-(trifluoromethyl)bicyclo[2.2.1]heptan-1-yl)methanone